BrC1=C2CC[C@@H](C2=CC=C1F)O (S)-4-bromo-5-fluoro-2,3-dihydro-1H-inden-1-ol